(7aS,10R)-8,10-dimethyl-7a,8,9,10-tetrahydro-7H-indolo[7,1-fg][1,7]naphthyridine-3-carbonitrile CN1C[C@@H](C=C2C3=C4N(C[C@@H]12)C=CC4=C(C=C3)C#N)C